CN1N=C(C(=C1)CCN1CC2=C(C(=C(C=C2CC1)O)N1CC(NS1(=O)=O)=O)F)C 5-{2-[2-(1,3-dimethyl-1H-pyrazol-4-yl)ethyl]-8-fluoro-6-hydroxy-1,2,3,4-tetrahydroisoquinolin-7-yl}-1λ6,2,5-thiadiazolidine-1,1,3-trione